(R)-3-(1-Aminoethyl)-2-toluonitrile N[C@H](C)C1=C(C(=CC=C1)C)C#N